3-(tetradecyldimethylamino)propane-1-sulfonate C(CCCCCCCCCCCCC)CN(CCCS(=O)(=O)[O-])C